CN(C(=O)C=1C=C(C=CC1)N1N=C(C=2CCCC(C12)OC1=CC=C(C(=O)OC(C)(C)C)C=C1)C(F)(F)F)C=1C=NC=2N(C1)N=C(C2)C tert-Butyl 4-[[1-[3-[methyl-(2-methylpyrazolo[1,5-a]pyrimidin-6-yl)carbamoyl]phenyl]-3-(trifluoromethyl)-4,5,6,7-tetrahydroindazol-7-yl]oxy]benzoate